3-[(E)-(3-methylsulfanyl-1H-pyrazol-5-yl)methyleneamino]propan-1-ol CSC1=NNC(=C1)\C=N\CCCO